Ethyl 4-(3-acrylamido-4-methylphenylamino)-6-(4-(methylsulfonamido)phenyl)quinoline-3-carboxylate C(C=C)(=O)NC=1C=C(C=CC1C)NC1=C(C=NC2=CC=C(C=C12)C1=CC=C(C=C1)NS(=O)(=O)C)C(=O)OCC